2-(3-(3-isopropyl-2-(8-methyl-[1,2,4]triazolo[1,5-a]pyridin-6-yl)-1H-indol-5-yl)azetidin-1-yl)-N,N-dimethylacetamide C(C)(C)C1=C(NC2=CC=C(C=C12)C1CN(C1)CC(=O)N(C)C)C=1C=C(C=2N(C1)N=CN2)C